(3R,5S)-5-[5-[3-(4-methyl-1,3-thiazol-5-yl)phenyl]-1H-imidazol-2-yl]pyrrolidin-3-ol hydrochloride Cl.CC=1N=CSC1C=1C=C(C=CC1)C1=CN=C(N1)[C@@H]1C[C@H](CN1)O